(DIMETHYLAMINOMETHYLENE)MALONONITRILE CN(C)C=C(C#N)C#N